3-[2-fluoro-4-(trifluoromethyl)phenyl]azetidinium trifluoroacetate salt FC(C(=O)[O-])(F)F.FC1=C(C=CC(=C1)C(F)(F)F)C1C[NH2+]C1